NCC(C(=O)NC1=CC2=C(C=NS2)C=C1)C1=CC=C(C=C1)C 3-amino-N-(benzo[d]isothiazol-6-yl)-2-(p-tolyl)propanamide